methyl 2-(((tert-butoxycarbonyl)amino)methyl)-3,5-dichlorobenzofuran-7-carboxylate C(C)(C)(C)OC(=O)NCC=1OC2=C(C1Cl)C=C(C=C2C(=O)OC)Cl